N-(2-(4-((4-(5-fluoro-2-nicotinoyl-1H-indol-3-yl)-1H-1,2,3-triazol-1-yl)methyl)piperidin-1-yl)ethyl)-4-isobutylbenzenesulfonamide FC=1C=C2C(=C(NC2=CC1)C(C1=CN=CC=C1)=O)C=1N=NN(C1)CC1CCN(CC1)CCNS(=O)(=O)C1=CC=C(C=C1)CC(C)C